FC(C(=O)O)(F)F.FC=1C=C(C=C(C1)C=1C=NN(C1)C1=COC=C1)CN (3-Fluoro-5-(1-(furan-3-yl)-1H-pyrazol-4-yl)phenyl)methanamine trifluoroacetate